CC1(OB(OC1(C)C)C=1C=C(C=CC1)NC(=O)C1CCN(CC1)C(=O)OC(C)(C)C)C tert-butyl 4-[[3-(4,4,5,5-tetramethyl-1,3,2-dioxaborolan-2-yl)phenyl]carbamoyl]piperidine-1-carboxylate